5-{(7R)-7-[(5-amino-4,4-difluoropentyl)amino]-1-fluoro-3-hydroxy-5,6,7,8-tetrahydronaphthalen-2-yl}-1λ6,2,5-thiadiazolidine-1,1,3-trione NCC(CCCN[C@@H]1CCC=2C=C(C(=C(C2C1)F)N1CC(NS1(=O)=O)=O)O)(F)F